CC1=CC=C(C(=O)N2C(OC(C3=C2C=CC=C3)=O)=O)C=C1 1-(4-methylbenzoyl)-2H-benzo[d][1,3]Oxazine-2,4(1H)-dione